heptabutyl-propyl methacrylate C(C(=C)C)(=O)OC(C(C(CCCC)(CCCC)CCCC)(CCCC)CCCC)(CCCC)CCCC